NC1=C(C=C(C=C1)OC(F)(F)F)/C=C/C(=O)OCC (E)-ethyl 3-(2-amino-5-(trifluoromethoxy)phenyl)acrylate